3-bromo-4-fluoropyridine-2-amine BrC=1C(=NC=CC1F)N